dichloro-monon-hexyl-aluminum Cl[Al](CCCCCC)Cl